C(O[C@H]1O[C@@]([C@@H]([C@@H]1O)O)(C#N)C1=CC=C2C(=NC=NN21)N)(OC)=O ((2r,3s,4r,5r)-5-(4-aminopyrrolo[2,1-f][1,2,4]triazin-7-yl)-5-cyano-3,4-dihydroxytetrahydrofuran-2-yl) methyl carbonate